ClC1=C(C2=C(OC(OC2=O)(C)C)C=C1O)C 6-Chloro-7-hydroxy-2,2,5-trimethyl-4H-benzo[d][1,3]dioxin-4-one